C(=O)(NCC(=O)O)NCC(=O)O N,N'-carbonylbis(glycine)